C1(CC1)C=1C=CC(=NC1)C(C)N1N=CC2=C(C=CC(=C12)C(=O)O)C#CC (1-(5-cyclopropylpyridin-2-yl)ethyl)-4-(propan-1-yn-1-yl)-1H-indazole-7-carboxylic acid